C\C(=C/CC=1C(=C(C(=O)OC)C(=CC1O)CCCCC)O)\CCC=C(C)C Methyl (E)-3-(3,7-dimethylocta-2,6-dien-1-yl)-2,4-dihydroxy-6-pentylbenzoate